S1C(=NC=C1)C=1SC=CN1 2-thiazol-2-ylthiazol